C12C(C3CC(CC(C1)C3)C2)NC=2N(C3=CC=C(C=C3C2C(=O)N)OC)CC2=CC=C(C=C2)C(NO)=O (2-adamantylamino)-1-(4-(hydroxycarbamoyl)benzyl)-5-methoxy-1H-indole-3-carboxamide